C1(=CC=CC=C1)C1=C2C(=NC(=C1)N1N=C(N=C1N)NC1=CC(=C(C=C1)N1CCC(CC1)N1CCCC1)F)C1=C(CCC2)C=CC=C1 1-(4-phenyl-6,7-dihydro-5H-benzo[6,7]cyclohepta[1,2-b]pyridin-2-yl)-N3-(3-fluoro-4-(4-pyrrolidin-1-ylpiperidin-1-yl)phenyl)-1H-1,2,4-triazole-3,5-diamine